C1(CC(C(CC1)C(C)C)OC(C(C)O)O)C 1-Menthoxypropane-1,2-diol